N-(thietan-3-yl)benzamide S1CC(C1)NC(C1=CC=CC=C1)=O